CC(C)CCCCCCCCC[C@@H]1CC(=O)N[C@H](C(=O)N[C@H](C(=O)N[C@@H](C(=O)N[C@H](C(=O)N[C@H](C(=O)N[C@@H](C(=O)N[C@H](C(=O)O1)CC(C)C)CC(C)C)CC(=O)O)C(C)C)CC(C)C)CC(C)C)CCC(=O)O The molecule is a cyclodepsipeptide that is N-[(3R)-3-hydroxy-13-methyltetradecanoyl]-L-alpha-glutamyl-L-leucyl-D-leucyl-L-valyl-L-alpha-aspartyl-D-leucyl-L-leucine in which the C-terminal carboxy group has been lactonised by condensation with the alcoholic hydroxy group. It has a role as an antibacterial agent, an antifungal agent, an antiviral agent, a surfactant, a metabolite, an antineoplastic agent and a platelet aggregation inhibitor. It is a cyclodepsipeptide, a lipopeptide antibiotic and a macrocyclic lactone.